(2,2,2-trifluoroethyl) (3-fluorocyclohexyl) disulfide FC1CC(CCC1)SSCC(F)(F)F